BrC=1C(=NC(=NC1)NC1=CC=C(C=C1)S(=O)(=O)NCCOCCOCCOC1CCN(CC1)C/C=C/C(=O)OC)NC1=C(C(=CC=C1)F)C(N)=O methyl (E)-4-[4-[2-[2-[2-[[4-[[5-bromo-4-(2-carbamoyl-3-fluoro-anilino) pyrimidin-2-yl]amino]phenyl]sulfonylamino]ethoxy]ethoxy]ethoxy]-1-piperidyl]but-2-enoate